2-chloro-4,6-dimethylpyridin-3-amine ClC1=NC(=CC(=C1N)C)C